tert-butyl (S)-4-(2-amino-1-((triisopropylsilyl)oxy)ethyl)-2,2-dimethyloxazolidine-3-carboxylate NCC(O[Si](C(C)C)(C(C)C)C(C)C)[C@H]1N(C(OC1)(C)C)C(=O)OC(C)(C)C